OC[C@H](C)NC(OC(C)(C)C)=O (S)-tert-butyl (1-hydroxypropan-2-yl)carbamate